C(C)OC1=C(CNCC2CCNCC2)C=C(C=C1)OC N-(2-ethoxy-5-methoxybenzyl)-1-(piperidin-4-yl)methanamine